1,3-dimethyl-3-hydroxy-9H-thioxanthone CC=1CC(C=C2SC3=CC=CC=C3C(C12)=O)(O)C